3-methoxyspiro[5,7-dihydrocyclopenta[b]pyridine-6,4'-piperidine]-5-amine hydrochloride Cl.COC=1C=C2C(=NC1)CC1(CCNCC1)C2N